N-(1-benzylazepan-4-yl)-3-{6-chloro-[1,2,4]triazolo[4,3-b]pyridazin-3-yl}propanamide C(C1=CC=CC=C1)N1CCC(CCC1)NC(CCC1=NN=C2N1N=C(C=C2)Cl)=O